3-((4-((4-((4-((3,4-dichloro-2-fluorophenyl)amino)-7-methoxyquinazolin-6-yl)oxy)piperidin-1-yl)methyl)phenyl)amino)piperidine-2,6-dione ClC=1C(=C(C=CC1Cl)NC1=NC=NC2=CC(=C(C=C12)OC1CCN(CC1)CC1=CC=C(C=C1)NC1C(NC(CC1)=O)=O)OC)F